(bis-butyl-amino)silane C(CCC)N(CCCC)[SiH3]